NCCCP(O)=O 3-aminopropyl-phosphinic acid